C(CCC)OCCN(CCOCCCC)C=1C(OC2=CC=CC=C2C1)=O bis(butoxyethyl)aminocoumarin